C(C)(C)(C)N1C=C(C(C(=C1C)C1=CC=C(C=C1)F)=O)C(=O)NC1=CC=C(C=C1)OC1=CC=NC2=CC(=CN=C12)OC 1-tert-Butyl-5-(4-fluorophenyl)-N-[4-[(7-methoxy-1,5-naphthyridin-4-yl)oxy]phenyl]-6-methyl-4-oxopyridine-3-carboxamide